isopropyl 2-hydroxy-4-(methylthio)butanoate OC(C(=O)OC(C)C)CCSC